C1(CCCCC1)C(COCC)(COC)CCC(C)(Cl)Cl 2-cyclohexyl-2-(3,3-dichlorobutyl)-1-ethoxy-3-methoxypropane